O1[C@@H](CCCC1)OC(CCCO)O (2R)-tetrahydropyranyl-oxy-1,4-butandiol